S(=O)(=O)(O)O.C1(=CC=CC=C1)OC1=CC=CC=C1 diphenylether sulfate